2-((4-bromophenyl)thio)acetic acid BrC1=CC=C(C=C1)SCC(=O)O